5-fluoro-4-iodo-2-methyl-6-{[(1r,4r)-4-(trifluoromethyl)cyclohexyl]oxy}pyrimidine FC=1C(=NC(=NC1OC1CCC(CC1)C(F)(F)F)C)I